C(C(C)C)(=O)OCCCCCCCCC[C@H](CCCC(C)C)C (10R)-10,14-Dimethylpentadecyl isobutyrate